5-amino-N-(pyridin-3-yl)picolinamide Tert-butyl-(S)-4-(4-((3-((3-hydroxy-1-methoxy-1-oxopropan-2-yl)amino)-3-oxoprop-1-en-2-yl)carbamoyl)thiazol-2-yl)piperidine-1-carboxylate C(C)(C)(C)OC(=O)N1CCC(CC1)C=1SC=C(N1)C(NC(=C)C(=O)N[C@H](C(=O)OC)CO)=O.NC=1C=CC(=NC1)C(=O)NC=1C=NC=CC1